2-fluoro-4-methanesulfonyl-N-methylaniline FC1=C(NC)C=CC(=C1)S(=O)(=O)C